FC1=CC=C(CN(C(=O)NCC2=CC=C(C=C2)OCC(C)C)C2CCN(CC23CC3)C)C=C1 1-(4-fluorobenzyl)-3-(4-isobutoxybenzyl)-1-(5-methyl-5-azaspiro[2.5]octane-8-yl)urea